borneol-acetic acid C12(C(CC(CC1)C2(C)C)(O)CC(=O)O)C